(R)-4-(3-(3-Aminopyrrolidin-1-carbonyl)-1-(p-tolyl)-1H-pyrazol-5-yl)benzonitril N[C@H]1CN(CC1)C(=O)C1=NN(C(=C1)C1=CC=C(C#N)C=C1)C1=CC=C(C=C1)C